Methyl 2-[3-(benzyloxy)-2-(1,3-dioxolan-2-yl)phenyl]-5-methyl-1,3-thiazole-4-carboxylate C(C1=CC=CC=C1)OC=1C(=C(C=CC1)C=1SC(=C(N1)C(=O)OC)C)C1OCCO1